2-methyl-N-(1-(2,2,2-trifluoroethyl)pyrrolidin-3-yl)-5-((2-(trifluoromethyl)pyridin-3-yl)-methoxy)benzofuran-3-carboxamide CC=1OC2=C(C1C(=O)NC1CN(CC1)CC(F)(F)F)C=C(C=C2)OCC=2C(=NC=CC2)C(F)(F)F